BrC=1C=C2C(=CN1)N(N=C2C=2C=C(C(=NC2)N2CCN(CC2)C)OCCCO)S(=O)(=O)CC2=CC=CC=C2 3-((5-(5-bromo-1-toluenesulfonyl-1H-pyrazolo[3,4-c]pyridin-3-yl)-2-(4-methylpiperazin-1-yl)pyridin-3-yl)oxy)propanol